C(=O)C12CC(C1)(C2)C#N 3-formylbicyclo[1.1.1]pentane-1-carbonitrile